S1C(=NN=C1)N1C2CN(CC1CC2)C(=O)OC(C)(C)C tert-butyl 8-(1,3,4-thiadiazol-2-yl)-3,8-diazabicyclo[3.2.1]octane-3-carboxylate